C1(CC1)OC1=C(C=CC=C1)C=1C(NC(NC1[N+](=O)[O-])=O)=O Cyclopropyloxynitro-phenyluracil